NC[C@@H]1CC[C@H](CC1)CN trans-1,4-di(aminomethyl)cyclohexane